(S)-N-(4-(3-Aminopiperidin-1-yl)-5-(1-(2-methoxyethyl)-1H-pyrazol-4-yl)pyridin-2-yl)-1-isopropyl-1H-pyrazolo[3,4-b]pyridin-6-amine N[C@@H]1CN(CCC1)C1=CC(=NC=C1C=1C=NN(C1)CCOC)NC1=CC=C2C(=N1)N(N=C2)C(C)C